4-bromo-1-(2-methoxyethyl)-1H-Pyrazole BrC=1C=NN(C1)CCOC